tert-butyl (R or S)-(2-(4-((4-(bis(2,4-dimethoxybenzyl)amino)-2-((1-hydroxyhexan-3-yl)oxy)imidazo[2,1-f][1,2,4]triazin-7-yl)methyl)-2,5-difluorophenoxy)ethyl)(methyl)carbamate COC1=C(CN(C2=NC(=NN3C2=NC=C3CC3=CC(=C(OCCN(C(OC(C)(C)C)=O)C)C=C3F)F)O[C@@H](CCO)CCC)CC3=C(C=C(C=C3)OC)OC)C=CC(=C1)OC |o1:37|